C(C1=CC=CC=C1)OC(=O)N1CCC2(C[C@@H](CO2)N)CC1 (S)-benzyl-3-amino-1-oxa-8-azaspiro[4.5]decane-8-carboxylate